(l)-2-(7-(benzenesulfonyl)-7H-pyrrolo[2,3-d]pyrimidin-4-yl)-2-aza-bicyclo[2.2.1]hept-7(R)-ylcarbamic acid tert-butyl ester C(C)(C)(C)OC(N[C@H]1C2N(CC1CC2)C=2C1=C(N=CN2)N(C=C1)S(=O)(=O)C1=CC=CC=C1)=O